(R)-4-(3-aminopiperidin-1-yl)-6-(2-(methoxymethoxy)phenyl)pyridazin-3-amine N[C@H]1CN(CCC1)C1=C(N=NC(=C1)C1=C(C=CC=C1)OCOC)N